CC(C#C)(CCC=C(CCC=C(C)C)C)O 3,7,11-trimethyl-6,10-dodecanediene-1-yn-3-ol